(2-(Benzyloxy)-4-bromophenyl)(1-(tetrahydro-2H-pyran-2-yl)-1H-pyrazol-3-yl)methanone C(C1=CC=CC=C1)OC1=C(C=CC(=C1)Br)C(=O)C1=NN(C=C1)C1OCCCC1